methyl-4-Phenylbenzophenone CC1=C(C(=O)C2=CC=CC=C2)C=CC(=C1)C1=CC=CC=C1